[I-].C1(CCCCC1)CC[NH3+] Cyclohexylethylammonium iodide